(2-((4-((R)-2-(4-chloro-2-fluorophenyl)-2-methyl-2H-chromen-8-yl)piperidin-1-yl)methyl)-3-(((S)-oxetan-2-yl)methyl)-3H-imidazo[4,5-c]pyridin-6-yl)-4H-1,2,4-triazole-3-carbonitrile ClC1=CC(=C(C=C1)[C@@]1(OC2=C(C=CC=C2C=C1)C1CCN(CC1)CC1=NC2=C(C=NC(=C2)N2C(=NN=C2)C#N)N1C[C@H]1OCC1)C)F